(E)-2-(7-trifluoromethyl-chroman-4-ylidene)-N-[(7R)-7-hydroxy-5,6,7,8-tetrahydronaphthalen-1-yl]acetamide FC(C1=CC=C2\C(\CCOC2=C1)=C\C(=O)NC1=CC=CC=2CC[C@H](CC12)O)(F)F